C(#N)C1(CC1)N1N=C(C(=C1)NC=1C(=NC(=C(N1)C1CC1)C=1C2=C(C=NC1)N(C=N2)C)C(=O)N)C 3-[[1-(1-Cyanocyclopropyl)-3-methyl-pyrazol-4-yl]amino]-5-cyclopropyl-6-(3-methylimidazo[4,5-c]pyridin-7-yl)pyrazin-2-carboxamid